(5-(3-methoxyoxetane-3-yl)pyridin-2-yl)methanol COC1(COC1)C=1C=CC(=NC1)CO